CC(CC#N)CCC=C(C)C 3,7-dimethyloctan-6-enenitrile